2,2-bis(methoxyethyl)propane-1,3-diol COCCC(CO)(CO)CCOC